N(=[N+]=[N-])CCOCCN1CCN(CC1)C(=O)OCCCC butyl 4-(2-(2-azidoethoxy)ethyl)piperazine-1-carboxylate